C(#N)C1C(CSC1)=O 4-cyano-3-oxo-tetrahydrothiophene